1-((R)-1-(2-cyclopropylpyrimidin-5-yl)ethyl)-6-((1R,2R)-2-(5-fluoropyrimidin-2-yl)cyclobutyl)-4-oxo-4,5-dihydro-1H-pyrazolo[3,4-d]pyrimidine-3-carbonitrile C1(CC1)C1=NC=C(C=N1)[C@@H](C)N1N=C(C2=C1N=C(NC2=O)[C@H]2[C@@H](CC2)C2=NC=C(C=N2)F)C#N